C1CCN2C3=C(C=C(C=C13)C=NNC1=CC=C(C(=O)O)C=C1)CCC2 4-(2-((2,3,6,7-tetrahydro-1H,5H-pyrido[3,2,1-ij]quinolin-9-yl)methylene)hydrazino)benzoic acid